C(C=C)(=O)OC1=C(C=C(C=C1C(C)(C)CC)C(C)(C)CC)C(C)C1=C(C(=CC(=C1)C(C)(C)CC)C(C)(C)CC)O 2-[1-(2-hydroxy-3,5-di-tert-amylphenyl)-ethyl]-4,6-di-tert-amylphenyl acrylate